N1(C=NC=C1)CCCNC(=O)C=1C=NC=NC1 N-[3-(1H-imidazol-1-yl)propyl]pyrimidine-5-carboxamide